C(N)(OC=1CN(NC1)C1=C(C=C(C=C1)NC(CC1=C(C=CC=C1)Cl)=O)S(NCC1=C(C=C(C=C1)OC)OC)(=O)=O)=O [2-(4-{[(2-chlorophenyl) acetyl] amino}-2-[(2,4-dimethoxybenzyl) sulfamoyl] phenyl)-1H-pyrazol-4-yl] carbamate